BrC1=CC(=C2CCN(CC2=C1)C)C(F)F 7-bromo-5-(difluoromethyl)-2-methyl-1,2,3,4-tetrahydroisoquinoline